CS(=O)(=O)NC1=CC(=NC2=NC(=CC=C12)C1=C(C=C(C=C1C)C)OC)C1CN(CCC1)C(=O)OC(C)(C)C tert-butyl 3-[4-(methanesulfonamido)-7-(2-methoxy-4,6-dimethyl-phenyl)-1,8-naphthyridin-2-yl]piperidine-1-carboxylate